2-(4-(5-methoxy-1-(5-(methylsulfonyl)pyridin-2-yl)-1H-pyrazol-4-yl)phenyl)acetonitrile COC1=C(C=NN1C1=NC=C(C=C1)S(=O)(=O)C)C1=CC=C(C=C1)CC#N